CNCCC=1OC2=C(C1)C=CC(=C2)C N-methyl-2-(6-methylbenzofuran-2-yl)ethan-1-amine